FC(C(=O)O)(F)F.N=1NC=C2C=C(C=CC12)C(=O)N 2H-indazole-5-carboxamide trifluoroacetate salt